ethyl-3,5-dimethyl-2-pyrrole-carboxylate C(C)OC(=O)C=1NC(=CC1C)C